(1R,3S,SR)-2-(2-(3-acetyl-5-(pyrimidin-5-yl)-1H-indol-1-yl)acetyl)-N-(6-bromopyridin-2-yl)-2-azabicyclo[3.1.0]hexane-3-carboxamide C(C)(=O)C1=CN(C2=CC=C(C=C12)C=1C=NC=NC1)CC(=O)N1[C@@H]2C[C@H]2C[C@H]1C(=O)NC1=NC(=CC=C1)Br |&1:24|